C(C=C)SC[C@H](N)C(=O)O L-(-)-S-allyl-cysteine